O.O1C(=CC(=O)C=2C(O)=CC(O)=CC12)C1=CC=C(O)C=C1 Apigenin Hydrate